CC(CO)CCC(CCCC(C)C)C 2,5,9-trimethyldecan-1-ol